FC=1C=C2C(=CNC2=CC1)CCCNS(=O)(=O)C1=CC=C(C=C1)OCCCN1CCNCC1 N-(3-(5-fluoro-1H-indol-3-yl)propyl)-4-(3-(piperazin-1-yl)propoxy)benzenesulfonamide